O1CCC(CC1)CNC1=C(C=CC=C1)S(=O)(=O)N (((tetrahydro-2H-pyran-4-yl)methyl)amino)benzenesulfonamide